[GeH](=O)[O-].[Bi+3].[GeH](=O)[O-].[GeH](=O)[O-] bismuth german-ate